2,6-Dimethyl-2,6-octadien CC(C)=CCCC(=CC)C